C1(=CC=CC=C1)CON1[C@@H]2CC[C@H](N(C1=O)C2)C(=N)N (2s,5r)-6-(phenylmethyloxy)-7-oxo-1,6-diazabicyclo[3.2.1]octane-2-carboxamidine